CC1(C(=O)NC(CCCCC1)=O)C Dimethylsuberimide